C(CCCCCC)NC1=CC=NC=C1 N-heptyl-4-pyridinamine